C1=C(C(=NO1)Cl)Cl dichloroisoxazole